C(=O)C1=C(C=CC(=C1)C)B(O)O 2-FORMYL-4-METHYLPHENYLBORONIC ACID